C(CCCCC=C)(=O)N[C@H](C(=O)N1[C@@H](C[C@H](C1)O)C(=O)N[C@@H](C)C1=CC=C(C=C1)C1=C(N=CS1)C)C(C)(C)C (2S,4R)-1-((S)-2-(hept-6-enamido)-3,3-dimethylbutanoyl)-4-hydroxy-N-((S)-1-(4-(4-methylthiazol-5-yl)phenyl)ethyl)pyrrolidine-2-carboxamide